ClC1=NC=C(C(=N1)C1=CNC2=C(C=CC=C12)P(=O)(C)C)C(F)(F)F 3-(2-chloro-5-(trifluoromethyl)pyrimidin-4-yl)-7-(dimethylphosphoryl)-1H-indole